C1(CCC1)[C@H](C)N (1S)-1-cyclobutylethylamine